N1(C=NC=C1)CCCNC(=O)C1=CC(=NO1)C1=CC=CC=C1 N-(3-(1H-imidazol-1-yl)propyl)-3-phenylisoxazole-5-carboxamide